(2-(tert-Butyl)-6-methyl-1H-benzo[d]imidazol-1-yl)(phenyl)methanone C(C)(C)(C)C1=NC2=C(N1C(=O)C1=CC=CC=C1)C=C(C=C2)C